1-lauroyl-propylene glycol tert-butyl-7-[(5-{[(1s,2s)-2-hydroxycyclohexyl]carbamoyl}-2-methylanilino)methyl]-2,3-dihydro-4H-pyrido[3,2-b][1,4]oxazine-4-carboxylate C(C)(C)(C)C1CN(C2=C(O1)C=C(C=N2)CNC2=C(C=CC(=C2)C(N[C@@H]2[C@H](CCCC2)O)=O)C)C(=O)O.C(CCCCCCCCCCC)(=O)C(C(C)O)O